ClC1=C(C=CC(=C1)F)[C@H](C)NC(CN1N=CC2=C(C1=O)C(=CN2C2CC2)C)=O (S)-N-(1-(2-Chloro-4-fluorophenyl)ethyl)-2-(1-cyclopropyl-3-methyl-4-oxo-1,4-dihydro-5H-pyrrolo[2,3-d]pyridazin-5-yl)acetamid